1-methyl-7-(3-(trifluoromethyl)-1H-pyrazol-4-yl)-8,9,10,11-tetrahydro-3H-pyrazolo[4,3-a]phenanthridin-9-amine CC1=NNC=2C1=C1C=3CCC(CC3C(=NC1=CC2)C=2C(=NNC2)C(F)(F)F)N